FC1([C@@H](CN(C1)C1COC1)NC1=NN2C(C(=N1)OC)=C(C=C2)C=2C=CC1=C(N(N=N1)C1CC(C1)(F)F)C2)F (R)-N-(4,4-difluoro-1-(oxetan-3-yl)pyrrolidin-3-yl)-5-(1-(3,3-difluorocyclobutyl)-1H-benzo[d][1,2,3]triazol-6-yl)-4-methoxypyrrolo[2,1-f][1,2,4]triazin-2-amine